ethane-1,1,2,2-tetraol C(C(O)O)(O)O